NC1=CC2=C(N(N=C2C2=C1C(NC2=O)(O)C2=C(C=CC(=C2)F)Cl)C)CC(F)F 5-amino-6-(2-chloro-5-fluorophenyl)-3-(2,2-difluoroethyl)-6-hydroxy-2-methyl-7,8-dihydro-6H-pyrrolo[4,3-g]indazol-8-one